C(C)(C)(C)OC(N(CC1=C(C2=C(C(=N1)C1=CC=C(C=C1)OC(F)(F)F)N=CN2C)C=C)C(=O)OC(C)(C)C)=O tert-butyl-N-tert-butoxycarbonyl-N-[[1-methyl-4-[4-(trifluoromethoxy)phenyl]-7-vinyl-imidazo[4,5-c]pyridin-6-yl]methyl]carbamate